4,6,6,7,8,8-hexamethyl-1,3,4,7-tetrahydrocyclopenta[g]isochromene CC1COCC2=CC3=C(C=C12)C(C(C3(C)C)C)(C)C